2-(4-chlorophenyl)-4-(((4-chlorophenyl)amino)methyl)thiazole-5-carboxylic acid ClC1=CC=C(C=C1)C=1SC(=C(N1)CNC1=CC=C(C=C1)Cl)C(=O)O